6-(2-Fluoro-3-isobutoxyphenyl)-N-[(2-oxo-1H-pyridin-3-yl)sulfonyl]-2-(2,4,6-trimethylphenoxy)pyridin-3-carboxamid FC1=C(C=CC=C1OCC(C)C)C1=CC=C(C(=N1)OC1=C(C=C(C=C1C)C)C)C(=O)NS(=O)(=O)C=1C(NC=CC1)=O